sodium trimethylsilylpropanesulfonat C[Si](C)(C)OS(=O)(=O)CCC.[Na]